N-(3-carbamoyl-4-fluorobenzyl)-6'-fluoro-1'-methyl-4'-oxo-3',4'-dihydro-1'h-spiro[piperidine-4,2'-quinoline]-1-carboxamide C(N)(=O)C=1C=C(CNC(=O)N2CCC3(N(C4=CC=C(C=C4C(C3)=O)F)C)CC2)C=CC1F